N-(2-((4,4-difluorocyclohexyl)amino)-2-oxo-1-(pyrimidin-5-yl)ethyl)-N-(4-(isoxazol-5-yl)phenyl)oxirane-2-carboxamide FC1(CCC(CC1)NC(C(C=1C=NC=NC1)N(C(=O)C1OC1)C1=CC=C(C=C1)C1=CC=NO1)=O)F